N-(2-(2-(2-methoxyethoxy)ethoxy)ethyl)-5-(methoxymethoxy)-2-methylaniline COCCOCCOCCNC1=C(C=CC(=C1)OCOC)C